3-((4-(5-(chlorodifluoromethyl)-1,2,4-oxadiazol-3-yl)benzyl)amino)-4-(dimethylamino)cyclobut-3-ene-1,2-dione ClC(C1=NC(=NO1)C1=CC=C(CNC=2C(C(C2N(C)C)=O)=O)C=C1)(F)F